(3S,5R)-3,5-dimethylmorpholine C[C@@H]1N[C@@H](COC1)C